FC1=CC=C(C=C1)N1N=C(C(=C1)[C@@H]1O[C@H](C(N1CCC1=CC=C(C=C1)OC)=O)C)C1=CC=C(C=C1)F (2S,5S)-2-(1,3-bis(4-fluorophenyl)-1H-pyrazol-4-yl)-3-(4-methoxyphenethyl)-5-methyloxazolidin-4-one